C1(CC1)CN1C(=CC=2C1=NC(=CC2)C=2C=C1C=NNC1=CC2)C2=NN1C(C=CC(=C1)C(=O)N1C[C@@H](CCC1)N)=C2C (3R)-1-{2-[1-(cyclopropylmethyl)-6-(1H-indazol-5-yl)-1H-pyrrolo[2,3-b]pyridin-2-yl]-3-methylpyrazolo[1,5-a]pyridine-6-carbonyl}piperidin-3-amine